C(#C)C1=CC=C(C=C1)C(C1=CC=C(C=C1)C(C1=CC=C(C=C1)C#C)(C1=CC=C(C=C1)C#C)C1=CC=C(C=C1)C#C)(C1=CC=C(C=C1)C#C)C1=CC=C(C=C1)C#C 1,4-bis(tris(4-ethynylphenyl)methyl)benzene